OC(=O)C(F)(F)F.NCCOCCOCCNC([C@H](C)[C@H]1C=2N(C3=C(C(=N1)C1=CC=C(C=C1)Cl)C=C(C=C3)OC)C(=NN2)C)=O (2R)-N-(2-(2-(2-aminoethoxy)ethoxy)ethyl)-2-((4S)-6-(4-chlorophenyl)-8-methoxy-1-methyl-4H-benzo[f][1,2,4]triazolo[4,3-a][1,4]diazepin-4-yl)propanamide TFA salt